C(C=C)N1C=[NH+]C=C1 1-allyl-3-Imidazolium